The molecule is a hydroxydocosahexaenoic acid that consists of 4Z,7Z,10Z,13Z,15E,19Z-docosahexaenoic acid bearing an additional 17-hydroxy substituent. It has a role as a human xenobiotic metabolite. It is a hydroxydocosahexaenoic acid and a secondary allylic alcohol. It derives from an all-cis-docosa-4,7,10,13,16,19-hexaenoic acid. It is a conjugate acid of a (4Z,7Z,10Z,13Z,15E,19Z)-17-hydroxydocosahexaenoate. CC/C=C\\CC(/C=C/C=C\\C/C=C\\C/C=C\\C/C=C\\CCC(=O)O)O